tert-butyl (S)-(1-(3-(4-chloro-3-(N-(4-methoxybenzyl)methylsulfonamido)-1-methyl-1H-indazol-7-yl)-6-methoxy-4-oxo-3,4-dihydroquinazolin-2-yl)-2-(3,5-difluorophenyl)ethyl)carbamate ClC1=C2C(=NN(C2=C(C=C1)N1C(=NC2=CC=C(C=C2C1=O)OC)[C@H](CC1=CC(=CC(=C1)F)F)NC(OC(C)(C)C)=O)C)N(S(=O)(=O)C)CC1=CC=C(C=C1)OC